N-ethyl-2-(6-fluoro-4-methoxy-1H-indazol-3-yl)-N-methylethan-1-amine C(C)N(CCC1=NNC2=CC(=CC(=C12)OC)F)C